ClC=1C=C(C=CC1)NC(=O)C=1C=C(C(=NC1)N1CCC(CC1)C)Cl 3'-chloro-4-methyl-3,4,5,6-tetrahydro-2H-[1,2']bipyridinyl-5'-carboxylic acid (3-chloro-phenyl)-amide